methyl (4S,5E,6R)-4-[2-[2-(3,4-dihydroxyphenyl)ethoxy]-2-oxoethyl]-5-ethylidene-6-hydroxy-4H-pyran-3-carboxylate OC=1C=C(C=CC1O)CCOC(C[C@@H]\1C(=CO[C@H](/C1=C/C)O)C(=O)OC)=O